NCC12CCCC(CC1)C2 aminomethyl-bicyclo[3.2.1]octane